C(#N)CC1CC(C1)(C1=NN=CN1C)C=1C=C(C=CC1)NC(=O)C1=CC(=C2C(=N1)C=CN2)C(CC)N2C[C@H](CCC2)C N-(3-((1s,3R)-3-(cyanomethyl)-1-(4-methyl-4H-1,2,4-triazol-3-yl)cyclobutyl)phenyl)-7-(1-((S)-3-methylpiperidin-1-yl)propyl)-1H-pyrrolo[3,2-b]pyridine-5-carboxamide